rel-2-((3R,4R)-4-(((6-(cyclopropyl(4-(trifluoromethyl)benzyl)amino)-5-fluoropyrimidin-4-yl)amino)methyl)-3,4-dihydroxypiperidin-1-yl)acetamide C1(CC1)N(C1=C(C(=NC=N1)NC[C@]1([C@@H](CN(CC1)CC(=O)N)O)O)F)CC1=CC=C(C=C1)C(F)(F)F |o1:12,13|